2,2-difluoro-1-(p-tolyl)ethan-1-d-1-ol FC(C(O)([2H])C1=CC=C(C=C1)C)F